(4-((3-(7-((3-fluoro-1-methylpiperidin-4-yl)amino)-3-(2,2,2-trifluoroethyl)benzo[b]thiophen-2-yl)prop-2-yn-1-yl)amino)-3-(fluoromethoxy)phenyl)dimethylphosphine oxide FC1CN(CCC1NC1=CC=CC2=C1SC(=C2CC(F)(F)F)C#CCNC2=C(C=C(C=C2)P(C)(C)=O)OCF)C